C(C)OC=1C=C(C=CC1OC)C=1C(=C(C=NC1)C=1CB(OC1)O)C 4-(5-(3-ethoxy-4-methoxyphenyl)-4-methylpyridin-3-yl)-1,2-oxaborol-2-ol